2-[[(1s)-1-(4-cyano-3,6-dimethyl-2-tetrahydropyran-4-yl-8-quinolyl)ethyl]amino]benzoic acid C(#N)C1=C(C(=NC2=C(C=C(C=C12)C)[C@H](C)NC1=C(C(=O)O)C=CC=C1)C1CCOCC1)C